C(CCCCCCCCCCC)(=O)[O-].C(CCCCCCCCCCC)(=O)[O-].C(C(C)C)[Sn+2] isobutyltin dilaurate